(S)-(1-(9-methyl-6-((1-(3,4,5-trimethoxyphenyl)-1H-imidazol-4-yl)amino)-9H-purin-2-yl)pyrrolidin-2-yl)methanol CN1C2=NC(=NC(=C2N=C1)NC=1N=CN(C1)C1=CC(=C(C(=C1)OC)OC)OC)N1[C@@H](CCC1)CO